(4-fluoro-1-isopropyl-2-methyl-1H-benzo[d]imidazol-6-yl)-N-(2-(4-methylpiperazin-1-yl)pyridin-4-yl)-7H-pyrrolo[2,3-d]pyrimidin-2-amine FC1=CC(=CC=2N(C(=NC21)C)C(C)C)C=2C1=C(N=C(N2)NC2=CC(=NC=C2)N2CCN(CC2)C)NC=C1